N[C@@H]1[C@@H](CN(CC1)S(=O)(=O)C=1C=C(CN2CCC(CC2)C2=CC=C3C(=NN(C3=C2)C)N2C(NC(CC2)=O)=O)C=CC1)F (6-(1-(3-(((3R,4S)-4-amino-3-fluoropiperidin-1-yl)sulfonyl)benzyl)-piperidin-4-yl)-1-methyl-1H-indazol-3-yl)dihydropyrimidine-2,4(1H,3H)-dione